CN1N=NC2=C1C=CC(=C2C)[C@@H](CC(=O)O)C2=CC(=C(C=C2)C)CN2CC(OC1=C(C2)C=C(C=C1)C)(C)C (S)-3-(1,4-Dimethyl-1H-benzo[d][1,2,3]triazol-5-yl)-3-(4-methyl-3-((2,2,7-trimethyl-2,3-dihydrobenzo[f][1,4]oxazepin-4(5H)-yl)methyl)phenyl)propanoic acid